tert-butyl (3-(7-((3-(diethylamino)propyl)carbamoyl)benzo[d]imidazo[2,1-b]thiazol-2-yl)benzyl)carbamate C(C)N(CCCNC(=O)C1=CC2=C(N3C(S2)=NC(=C3)C=3C=C(CNC(OC(C)(C)C)=O)C=CC3)C=C1)CC